C(C)(C)(C)C(C(=O)OO)(CCCC)CC.C(C)(C)(C)OOC(C(=O)O)(CCCC)CC tert-butylperoxy-2-ethylhexanoate (tert-butyl 2-ethylhexaneperoxoate)